(2-(2,4,5-trifluoro-3-hydroxyphenyl)thiazol-5-yl)methanone FC1=C(C=C(C(=C1O)F)F)C=1SC(=CN1)C=O